C(C)(C)(C)OC(=O)N1C[C@@H]2COC3=C(CN2CC1)C(=C(C(=C3Cl)I)F)F (12AR)-10-chloro-7,8-difluoro-9-iodo-3,4,12,12a-tetrahydro-6H-pyrazino[2,1-c][1,4]benzooxazepine-2(1H)-carboxylic acid tert-butyl ester